CN(C)CC=1C=CC=2N(C(C(=C(N2)C(F)(F)F)C=2C=NN(C2)CC(C(F)(F)F)(F)F)=O)C1 7-[(dimethylamino)methyl]-3-[1-(2,2,3,3,3-pentafluoropropyl)-1H-pyrazol-4-yl]-2-(trifluoromethyl)-4H-pyrido[1,2-a]pyrimidin-4-one